ClC1=CC(=C(COC2=C(C=CC=C2)NNC(=O)OC(C)(C)C)C=C1)F tert-Butyl 2-(2-((4-chloro-2-fluorobenzyl)oxy)phenyl)hydrazine-1-carboxylate